Acetoxyphenylmercury C(C)(=O)O[Hg]C1=CC=CC=C1